Tert-butyl (2-((((2S,5R)-6-((tert-butyldimethylsilyl)oxy)-7-oxo-1,6-diazabicyclo[3.2.1]octan-2-yl)(imino)methyl)carbamoyl)thiazol-4-yl)carbamate [Si](C)(C)(C(C)(C)C)ON1[C@@H]2CC[C@H](N(C1=O)C2)C(=N)NC(=O)C=2SC=C(N2)NC(OC(C)(C)C)=O